1-[5-[(1S)-1-(2,2-difluoro-1,3-benzodioxol-5-yl)ethoxy]-3-pyridinyl]-3-(trifluoromethyl)-5,6-dihydro-4H-indazol-7-one FC1(OC2=C(O1)C=CC(=C2)[C@H](C)OC=2C=C(C=NC2)N2N=C(C=1CCCC(C21)=O)C(F)(F)F)F